C1(CC1)C=1N=CN(C1)C1=CC(=NC=C1C)N 4-(4-cyclopropyl-1H-imidazol-1-yl)-5-methylpyridin-2-amine